[N+](=O)([O-])C1=C(C=CC=C1[N+](=O)[O-])S(=O)(=O)Cl 2,3-dinitrobenzenesulfonyl chloride